1,1-bis(chloromethyl)cyclopropane ClCC1(CC1)CCl